[OH-].CC([O-])C.[Al+2] aluminum isopropoxide hydroxide